ClC1=C(C(=O)C=2C=NN(C2C2=C(C(=NN2C)C)C(=O)[O-])C)C=CC(=C1CN1N=C(C=C1C)C)S(=O)(=O)C 4-{2-chloro-3-[(3,5-dimethyl-1H-pyrazol-1-yl)methyl]-4-(methylsulfonyl) benzoyl}-1-methyl-1H-pyrazol-5-yl-1,3-dimethyl-1H-pyrazole-4-carboxylate